C(#N)C=1C(C([C@@H]2CC[C@]3([C@@]4(CC[C@]5(CCC(C[C@H]5C4C(C=C3[C@]2(C1)C)=O)(C)C)C(=O)NCC)C)C)(C)C)=O (4aS,6aR,6bS,8aR,12aS,14bS)-11-cyano-N-ethyl-2,2,6a,6b,9,9,12a-heptamethyl-10,14-dioxo-1,3,4,5,6,6a,6b,7,8,8a,9,10,12a,14,14a,14b-hexadecahydropicene-4a(2H)-carboxamide